(5S,6R)-5-Hydroxy-6-isobutyl-piperidin-2-one O[C@H]1CCC(N[C@@H]1CC(C)C)=O